CC1NCCC1C(NC1=CC(=C(C(=C1)F)F)F)=O 2-methyl-3-[(3,4,5-trifluorophenyl)carbamoyl]pyrrolidine